(2-(2-aminoethoxy)-4-methoxyphenyl)ethan-1-one NCCOC1=C(C=CC(=C1)OC)C(C)=O